n-dodecylsuccinimide C(CCCCCCCCCCC)C1C(=O)NC(C1)=O